(S)-2-(4-(6-((4-Chloro-2-fluorobenzyl)oxy)pyridin-2-yl)-2-methylbenzyl)-1-(oxetan-2-ylmethyl)-1H-benzo[d]imidazol ClC1=CC(=C(COC2=CC=CC(=N2)C2=CC(=C(CC3=NC4=C(N3C[C@H]3OCC3)C=CC=C4)C=C2)C)C=C1)F